CNC(C1=CC=C(C=C1)N1CCNCC1)=O N-methyl-4-(piperazin-1-yl)benzamide